2-(6-(6-bromo-3-methyl-imidazo[4,5-c]pyridin-2-yl)-5-ethylsulfonyl-3-pyridyl)-2-methyl-propanenitrile BrC1=CC2=C(C=N1)N(C(=N2)C2=C(C=C(C=N2)C(C#N)(C)C)S(=O)(=O)CC)C